(5-isopropyl-2-methoxyphenyl)boronic acid C(C)(C)C=1C=CC(=C(C1)B(O)O)OC